methyl-3,5-di-t-butyl-4-hydroxyhydrocinnamate COC(CCC1=CC(=C(C(=C1)C(C)(C)C)O)C(C)(C)C)=O